1,8-Naphthalenediol C1(=CC=CC2=CC=CC(=C12)O)O